(4-(5-hydroxypentyl)-1-oxoisoindol-2-yl)piperidine-2,6-dione OCCCCCC1=C2CN(C(C2=CC=C1)=O)N1C(CCCC1=O)=O